7-(4-bromo-3-chloro-benzoyl)-3-oxo-N-[rac-(1R)-1-[2-fluoro-4-(oxetan-3-yloxy)phenyl]ethyl]-2-[4-(2,2,2-trifluoroethoxy)phenyl]-6,8-dihydro-5H-imidazo[1,5-a]pyrazine-1-carboxamide BrC1=C(C=C(C(=O)N2CC=3N(CC2)C(N(C3C(=O)N[C@H](C)C3=C(C=C(C=C3)OC3COC3)F)C3=CC=C(C=C3)OCC(F)(F)F)=O)C=C1)Cl |r|